COC1=C(CCN)C=C(C(=C1)SCCC)OC 2,5-dimethoxy-4-propylthio-phenethylamine